N1(CCCC1)CCOCCN(CCN)C 2-[2-(1-pyrrolidinyl)ethoxy]ethyl-N-methyl-N-(2-aminoethyl)-amine